ethyl 1-[3-[3,5-dimethyl-1-(2,2,2-trifluoroethyl)pyrazol-4-yl]pyrazolo[1,5-a]pyridin-5-yl]-3-methoxy-pyrazole-4-carboxylate CC1=NN(C(=C1C=1C=NN2C1C=C(C=C2)N2N=C(C(=C2)C(=O)OCC)OC)C)CC(F)(F)F